(S)-N-[1-(6-fluoropyridin-2-yl)pyrrolidin-3-yl]-4-(furo[3,2-c]pyridin-4-yl)benzamide FC1=CC=CC(=N1)N1C[C@H](CC1)NC(C1=CC=C(C=C1)C1=NC=CC2=C1C=CO2)=O